CN methyl-amine